C(C=C)N1N(C2=NC(=NC=C2C1=O)SC)C1=CC=C2C(=N1)[C@@](CC2)(O)CC (R)-2-allyl-1-(7-ethyl-7-hydroxy-6,7-dihydro-5H-cyclopenta[b]pyridin-2-yl)-6-(methylthio)-1H-pyrazolo[3,4-d]pyrimidin-3(2H)-one